C(N=C=O)N=C=O methylene di-isocyanate